OC(=O)C(F)(F)F.COC=1C=C(C=CC1OC)C=1NC2=CC=C(C=C2C1C(C)C)N1CCNCC1 2-(3,4-dimethoxyphenyl)-3-isopropyl-5-(piperazin-1-yl)-1H-indole TFA salt